N-(3-Chloro-4-fluorophenyl)-1,2-dimethyl-4-(5-oxooctahydropentalen-2-yl)-1H-imidazole-5-carboxamide ClC=1C=C(C=CC1F)NC(=O)C1=C(N=C(N1C)C)C1CC2CC(CC2C1)=O